CC=1C=C(C=C(C1)C)C1=CC=CC(=N1)C=O 6-(3,5-dimethylphenyl)picolinaldehyde